norbornenedimethylamine C12(C(=CC(CC1)C2)CN)CN